1-[3-(1-acetylpyrrolidin-2-yl)propanoyl]-4-fluoro-N-{phenyl[4-(propan-2-yl)phenyl]methyl}pyrrolidine-2-carboxamide C(C)(=O)N1C(CCC1)CCC(=O)N1C(CC(C1)F)C(=O)NC(C1=CC=C(C=C1)C(C)C)C1=CC=CC=C1